4-[2-(2,4-difluorobenzoyl)-2,3,4,9-tetrahydro-1H-β-carbolin-9-ylmethyl]-N-hydroxybenzoamide FC1=C(C(=O)N2CC=3N(C4=CC=CC=C4C3CC2)CC2=CC=C(C(=O)NO)C=C2)C=CC(=C1)F